CC1=CC=C(C=C1)S(=O)(=O)ON=C1SC=CC1=C(C#N)C1=C(C=CC=C1)C 2-[2-(4-methylphenyl-sulfonyloxyimino)thiophene-3(2H)-ylidene]-2-(2-methylphenyl)acetonitrile